2-({[7-(6-amino-5-chloropyridin-3-yl)-2-methoxynaphthalen-1-yl]amino}methyl)prop-2-enenitrile NC1=C(C=C(C=N1)C1=CC=C2C=CC(=C(C2=C1)NCC(C#N)=C)OC)Cl